(1-methyl-1H-[1,2,4]triazole-3-yl)-methanol CN1N=C(N=C1)CO